(4-bromobenzyl)-5-(4-methylphenyl)pyrazolo[1,5-a]pyrimidine-7-amine BrC1=CC=C(CC2=NN3C(N=C(C=C3N)C3=CC=C(C=C3)C)=C2)C=C1